2-amino-3-(3-hydroxy-2,6-dimethylphenyl)-5-methylfuro[3,2-d]pyrrolo[2,3-b]pyridine-1-carboxamide NC1=C(C=2C(=NC(=C3C2C=CO3)C)N1C1=C(C(=CC=C1C)O)C)C(=O)N